[Si].[Pb] lead-silicon